CN1[C@@H](CC(C[C@@H]1C)C(=O)NC=1N=C2N(C=C(C=C2)C2=CC=NC=C2)C1)C (2R,4r,6S)-1,2,6-trimethyl-N-(6-(pyridin-4-yl)imidazo[1,2-a]pyridin-2-yl)piperidine-4-carboxamide